9-(6-(bis(2-methoxyethyl)amino)pyridin-3-yl)-6,7-dimethoxynaphtho[2,3-c]furan-1(3H)-one COCCN(C1=CC=C(C=N1)C1=C2C=C(C(=CC2=CC2=C1C(OC2)=O)OC)OC)CCOC